2-(cyclobutylmethyl)-8-(1-(5-methylpyridin-2-yl)ethoxy)-1,2,3,4-tetrahydro-2,7-naphthyridine C1(CCC1)CN1CC2=C(N=CC=C2CC1)OC(C)C1=NC=C(C=C1)C